(3S)-piperidine-3-carbonitrile hydrochloride Cl.N1C[C@H](CCC1)C#N